CC1(CCSC2=CC=C(C=C12)C#CC1=CC=C(C=N1)CO)C 6-(2-(4,4-dimethylthiochroman-6-yl)-ethynyl)-3-pyridylmethanol